dipentyl 2,2,3,3-tetraethylsuccinate C(C)C(C(=O)OCCCCC)(C(C(=O)OCCCCC)(CC)CC)CC